C(C1=CC=CC=C1)ONC(=O)C1=CC=C(C=C1)N1CN(C(C2=C1OC(=C2)C)=O)CCN2CCCC2 N-{4-[(benzyloxy)carbamoyl]phenyl}-6-methyl-4-oxo-3-(2-(pyrrolidin-1-yl)ethyl)-3,4-dihydro-furo[2,3-d]pyrimidine